N1C=CC2=CC(=CC=C12)C=1OC(=CC(C1)=O)N1CCOCC1 2-(1H-indol-5-yl)-6-morpholino-4H-pyran-4-one